FC1=NC(=CC=C1NC1=CC=C(CN2CC(CC2=O)C(=O)N)C=C1)N1CCC(CC1)C(F)(F)F (4-((2-fluoro-6-(4-(trifluoromethyl)piperidin-1-yl)pyridin-3-yl)amino)benzyl)-5-oxopyrrolidine-3-carboxamide